4-bromo-5-[4-(3-chloro-phenoxy)-piperidin-1-yl]-benzofuran-2-carboxylic acid BrC1=C(C=CC2=C1C=C(O2)C(=O)O)N2CCC(CC2)OC2=CC(=CC=C2)Cl